Pyrimidoazetidine N1CC2=C1C=NC=N2